COC=1SC2=C(N1)C(=CC=C2N2C[C@@H](N([C@H](C2)C)C(=O)OC(C)(C)C)C)C(NC2=C(C1=CN(N=C1C(=C2)C)C)OC)=O tert-butyl (2S,6S)-4-[2-methoxy-4-[(4-methoxy-2,7-dimethyl-indazol-5-yl)carbamoyl]-1,3-benzothiazol-7-yl]-2,6-dimethyl-piperazine-1-carboxylate